4-methyl-3-[3-(3-pyridinyl)pyrazol-1-yl]benzamide CC1=C(C=C(C(=O)N)C=C1)N1N=C(C=C1)C=1C=NC=CC1